3-(p-tolyl)-1,6-dioxaspiro[4.4]non-3-en-2-one C1(=CC=C(C=C1)C=1C(OC2(C1)OCCC2)=O)C